N-[(2-amino-5-fluoroquinolin-7-yl)methyl]-N-{5H,6H,7H-pyrazolo[3,2-b][1,3]oxazin-3-yl}pyridine-3-carboxamide NC1=NC2=CC(=CC(=C2C=C1)F)CN(C(=O)C=1C=NC=CC1)C=1C=NN2C1OCCC2